((3R,5R,7R)-adamantan-1-yl)((3S,5S,7S)-adamantan-1-yl)(butyl)phosphine C12(CC3CC(CC(C1)C3)C2)P(CCCC)C23CC1CC(CC(C2)C1)C3